3,3-difluoro-4-(1-methyl-7-methylsulfonyl-2-oxo-4H-pyrimido[4,5-d]pyrimidin-3-yl)-2,4-dihydroquinoline-1-carboxylic acid tert-butyl ester C(C)(C)(C)OC(=O)N1CC(C(C2=CC=CC=C12)N1C(N(C2=NC(=NC=C2C1)S(=O)(=O)C)C)=O)(F)F